2-((1S,2S)-1-(2-chloro-5-fluorophenyl)-1-(1-(2-hydroxy-2-methylpropyl)-1H-pyrazol-4-yl)propan-2-yl)-5-hydroxy-N-(isoxazol-4-yl)-1-methyl-6-oxo-1,6-dihydropyrimidine-4-carboxamide ClC1=C(C=C(C=C1)F)[C@@H]([C@H](C)C=1N(C(C(=C(N1)C(=O)NC=1C=NOC1)O)=O)C)C=1C=NN(C1)CC(C)(C)O